m-bis(N-carbazolyl)benzene C1=CC=CC=2C3=CC=CC=C3N(C12)C1=CC(=CC=C1)N1C2=CC=CC=C2C=2C=CC=CC12